FCC1=NC(=NN1C)COCC1=C(C(=O)NC2=NN=NN2C)C=CC(=N1)C(F)(F)F 2-(((5-(fluoromethyl)-1-methyl-1H-1,2,4-triazol-3-yl)methoxy)methyl)-N-(1-methyl-1H-tetrazol-5-yl)-6-(trifluoromethyl)nicotinamide